COC(CN1C2=CC=CC=C2C=2CCN(CC12)C(C1=CC=C(C=C1)F)=O)=O [2-(4-fluorobenzoyl)-2,3,4,9-tetrahydro-1H-β-carbolin-9-yl]-acetic acid methyl ester